ClCC1=NC2=C(N1CC1(COC1)C)C=C(C=C2)C(=O)OC methyl 2-(chloromethyl)-1-((3-methyloxetan-3-yl) methyl)-1H-benzo[d]imidazole-6-carboxylate